[NH4+].N[C@H](C(=O)O)CCP(=O)(OC)O (2S)-2-amino-4-(methylphosphono)butanoic acid ammonium